N1-(4-amino-1,3-dihydrofuro[3,4-c]pyridin-7-yl)-N2-(1-(3-fluoropyridin-2-yl)ethyl)-N2-((5-(trifluoromethyl)pyridin-2-yl)methyl)oxalamide NC1=NC=C(C2=C1COC2)NC(C(=O)N(CC2=NC=C(C=C2)C(F)(F)F)C(C)C2=NC=CC=C2F)=O